COC1=CC=C(CN(C2=NC=CC=C2C(C)NCCOC2=NC(=C(C=3N=C(N=C(C32)O)SC)F)Cl)CC3=CC=C(C=C3)OC)C=C1 5-(2-((1-(2-(bis(4-methoxybenzyl)amino)pyridin-3-yl)ethyl)amino)ethoxy)-7-chloro-8-fluoro-2-(methylthio)pyrido[4,3-d]pyrimidin-4-ol